5-bromo-2-cyclopropyl-6-methylpyrazolo[1,5-a]pyridine BrC1=CC=2N(C=C1C)N=C(C2)C2CC2